oxapentacyclo[7.6.2.15,8.01,11.02,8]octadecan-7-one C123C4OCC5CC(C4(C(CC1CCCC2)CC3)C5)=O